tert-Butyl-2-[1-[(3-aminophenyl)methyl]-2-tert-butoxy-2-oxo-ethyl]morpholine-4-carboxylate C(C)(C)(C)OC(=O)N1CC(OCC1)C(C(=O)OC(C)(C)C)CC1=CC(=CC=C1)N